2-phenylcarbamoyl-1,4-phenylenediamine C1(=CC=CC=C1)NC(=O)C1=C(C=CC(=C1)N)N